(2S)-N-(4-tert-butylphenyl)-N-[2-(cyclohexylamino)-2-oxo-1-(3-pyridyl)ethyl]pyrrolidine-2-carboxamid C(C)(C)(C)C1=CC=C(C=C1)N(C(=O)[C@H]1NCCC1)C(C(=O)NC1CCCCC1)C=1C=NC=CC1